(13Z)-13-eicosen-10-one CCCCCCCCCC(CC\C=C/CCCCCC)=O